2-(2-Hydroxy-3,5-di-t-amylphenyl)benzotriazole 3-(2,4,5-trifluorophenoxy)cyclobutyl-6-oxo-7-oxa-2,5-diazaspiro[3.4]octane-2-carboxylate FC1=C(OC2CC(C2)OC(=O)N2CC3(C2)NC(OC3)=O)C=C(C(=C1)F)F.OC1=C(C=C(C=C1C(C)(C)CC)C(C)(C)CC)N1N=C3C(=N1)C=CC=C3